4-[(1R)-1-methyl-2-[[(R)-[(3S)-7-(1-methylpyrazol-4-yl)-2,3-dihydro-1H-pyrido[2,3-b][1,4]oxazin-3-yl]-phenyl-methyl]amino]ethyl]benzonitrile C[C@@H](CN[C@H](C1=CC=CC=C1)[C@@H]1CNC2=C(O1)N=CC(=C2)C=2C=NN(C2)C)C2=CC=C(C#N)C=C2